2-(hydroxyethyl)piperazine OCCC1NCCNC1